CN1C([C@H]2NC[C@@H](OC3=CC=CC(C4=CC=CC=5NC(C(CCC1)C45)=O)=C3)C2)=O (8S,11S)-13-methyl-7-oxa-10,13,19-triazapentacyclo[15.6.1.12,6.18,11.020,24]hexacosa-1(23),2(26),3,5,20(24),21-hexaene-12,18-dione